7-((3S,4S)-4-((4-chloro-2-fluorophenyl)amino)-3-methyl-piperidin-1-yl)-2,4-dimethyl-5-oxo-4,5-dihydrothiazolo[5,4-b]pyridine-6-carbonitrile ClC1=CC(=C(C=C1)N[C@@H]1[C@H](CN(CC1)C=1C2=C(N(C(C1C#N)=O)C)SC(=N2)C)C)F